BrC1=C(C=NN(C1=O)C)N[C@@H]1C[C@@H](CN(C1)C)C1=CC=C(C(=O)N2CC3(C2)CN(C3)C=3C=C(C=CC3)C3C(NC(CC3)=O)=O)C=C1 3-[3-[2-[4-[(3R,5R)-5-[(5-bromo-1-methyl-6-oxo-pyridazin-4-yl)amino]-1-methyl-3-piperidyl]benzoyl]-2,6-diazaspiro[3.3]heptan-6-yl]phenyl]piperidine-2,6-dione